1-(2-methylpyridin-4-yl)-6-{octahydropyrrolo[3,4-c]pyrrol-2-yl}-1H-1,3-benzodiazole CC1=NC=CC(=C1)N1C=NC2=C1C=C(C=C2)N2CC1CNCC1C2